9-bora-bicyclo[3.3.1]nonane C12CCCC(CCC1)B2